C(C)C1=NC(=NO1)C1=CC2=C(C=C1)[C@@]1(NC(OC1)=O)CO2 (R)-6-(5-Ethyl-1,2,4-oxadiazol-3-yl)-2H-spiro[benzofuran-3,4'-oxazolidin]-2'-on